N-(3-fluorophenyl)-4-morpholino-7-(pyridin-3-ylmethyl)pyrido[3,2-d]pyrimidin-2-amine FC=1C=C(C=CC1)NC=1N=C(C2=C(N1)C=C(C=N2)CC=2C=NC=CC2)N2CCOCC2